2-ethoxyethyl (4-nitrophenyl) carbonate C(OCCOCC)(OC1=CC=C(C=C1)[N+](=O)[O-])=O